3-(5-{2-[2-(2-hydroxyethoxy)ethoxy]ethoxy}-3-methyl-2-oxo-1,3-benzodiazol-1-yl)-1-[(4-methoxyphenyl)methyl]piperidine-2,6-dione OCCOCCOCCOC1=CC2=C(N(C(N2C)=O)C2C(N(C(CC2)=O)CC2=CC=C(C=C2)OC)=O)C=C1